2,5,6-trichloro-N-((2-isopropyl-6-methylphenyl)carbamoyl)nicotinamide ClC1=C(C(=O)NC(NC2=C(C=CC=C2C)C(C)C)=O)C=C(C(=N1)Cl)Cl